(2R)-N-((R or S)-(3-chloro-4-fluoro-phenyl)(4,4-difluoro-cyclohexyl)methyl)-2-methyl-3-oxo-piperazine-1-carboxamide ClC=1C=C(C=CC1F)[C@H](NC(=O)N1[C@@H](C(NCC1)=O)C)C1CCC(CC1)(F)F |o1:8|